[Li].FC(C=1C=CC=2N(C1)C(=CN2)C2=NSC(=N2)N2CC(OCC2)C=2C=NNC2)F 4-(3-(6-(difluoromethyl)imidazo[1,2-a]pyridin-3-yl)-1,2,4-thiadiazol-5-yl)-2-(1H-pyrazol-4-yl)morpholine lithium